(2R,3R,4R,5S)-2-methyl-1-(((cis)-3-(trifluoromethyl)cyclohexyl)methyl)piperidine-3,4,5-triol C[C@H]1N(C[C@@H]([C@H]([C@@H]1O)O)O)C[C@@H]1C[C@@H](CCC1)C(F)(F)F